OC[C@H](C1=CC=CC=C1)NC1=CC(=NC=C1C1=NC(=NO1)C=1C=NC=CC1)NC1=CC=C2C(=N1)N(N(C2=O)C)C(C)C (S)-6-((4-((2-hydroxy-1-phenylethyl)amino)-5-(3-(pyridin-3-yl)-1,2,4-oxadiazol-5-yl)pyridin-2-yl)amino)-1-isopropyl-2-methyl-1,2-dihydro-3H-pyrazolo[3,4-b]pyridin-3-one